N-[5-tert-butyl-4-(2-isopentylphenyl)-6-(2-isopropoxyphenoxy)pyrimidin-2-yl]-1-methyl-pyrazole-4-sulfonamide C(C)(C)(C)C=1C(=NC(=NC1OC1=C(C=CC=C1)OC(C)C)NS(=O)(=O)C=1C=NN(C1)C)C1=C(C=CC=C1)CCC(C)C